bis-indenyl chromium [CH-]1C=CC2=CC=CC=C21.[CH-]1C=CC2=CC=CC=C21.[Cr+2]